(3R)-3-amino-7-(5-tert-butyl-1,3,4-oxadiazol-2-yl)-1,1-dioxo-5-[(4-pyrrolidin-1-ylphenyl)methyl]-2,3-dihydro-1λ6,5-benzothiazepin-4-one N[C@H]1CS(C2=C(N(C1=O)CC1=CC=C(C=C1)N1CCCC1)C=C(C=C2)C=2OC(=NN2)C(C)(C)C)(=O)=O